OC[C@H](C1=CC=CC=C1)NC1=NC(=NC=C1C=1OC=NN1)NC1=CC=C2C(OC3(C2=C1)COCOC3)=O (S)-6'-(4-(2-hydroxy-1-phenylethylamino)-5-(1,3,4-oxadiazol-2-yl)pyrimidin-2-ylamino)-3'H-spiro[[1,3]dioxane-5,1'-isobenzofuran]-3'-one